(phenylmethylidene)hydroxylamine C1(=CC=CC=C1)C=NO